(1S,2R)-N-{[3-(4-{[(3S,4R)-3-fluoro-1-methylpiperidin-4-yl]amino}-1-(2,2,2-trifluoroethyl)-1H-indol-2-yl)-1,2,4-oxadiazol-5-yl]methyl}-2-phenylcyclopropane-1-carboxamide F[C@H]1CN(CC[C@H]1NC1=C2C=C(N(C2=CC=C1)CC(F)(F)F)C1=NOC(=N1)CNC(=O)[C@@H]1[C@@H](C1)C1=CC=CC=C1)C